Trimethyl-Aluminium C[Al](C)C